C(C)OC1=NC=2N(C=C1C(=O)O)C=C(N2)C21COC(CC2)(CC1)C 7-ethoxy-2-(1-methyl-2-oxabicyclo[2.2.2]octan-4-yl)imidazo[1,2-a]pyrimidine-6-carboxylic acid